C(CC)C1=C(C=CC=C1)OC(NC1=CC=CC=C1)=O N-phenylcarbamic acid (propylphenyl) ester